4-(6-(6-Fluoropyridin-3-yl)-4-(5-Nitro-thiophene-2-carboxamido)-1H-pyrazolo[3,4-d]pyrimidin-1-yl)piperidine-1-carboxylic acid tert-butyl ester C(C)(C)(C)OC(=O)N1CCC(CC1)N1N=CC=2C1=NC(=NC2NC(=O)C=2SC(=CC2)[N+](=O)[O-])C=2C=NC(=CC2)F